N-(2-((4-(Hydroxyamino)-4-oxobutyl)(methyl)amino)ethyl)-4-(N'-hydroxycarbamimidoyl)benzamide ONC(CCCN(CCNC(C1=CC=C(C=C1)C(N)=NO)=O)C)=O